NC=1C2=C(N=CN1)N(C=C2C=2C=NN(C2)C)[C@H]2[C@@H]([C@@H]([C@H](C2)CNCCCNCCC2=CC=CC=C2)O)O (1R,2S,3R,5R)-3-(4-Amino-5-(1-methyl-1H-pyrazol-4-yl)-7H-pyrrolo[2,3-d]pyrimidin-7-yl)-5-(((3-(phenethylamino)propyl)amino)methyl)cyclopentane-1,2-diol